C(C)(C)(C)[Si](OCCC1=CSC=C1)(C)C Tert-butyldimethyl(2-(thiophen-3-yl)ethoxy)silane